tert-butyl 7-((((benzyloxy)carbonyl)amino)methyl)-7-(3-fluorophenyl)-3-azabicyclo[4.1.0]heptane-3-carboxylate C(C1=CC=CC=C1)OC(=O)NCC1(C2CCN(CC12)C(=O)OC(C)(C)C)C1=CC(=CC=C1)F